C(C)(=O)ON=C(N)C1=CC(=CC=C1)CC(NS(=O)(=O)C1=CC=CC=C1)C=1SC2=C(N1)C=CC(=C2)OCCCNC(C)=O [[[3-[2-[6-(3-acetamidopropoxy)-1,3-benzothiazol-2-yl]-2-(benzenesulfonamido)ethyl]phenyl]-amino-methylene]amino] acetate